FC1(CN(CC1)C1=NC=CC(=C1NC(=O)C=1C=NN2C1N=CC=C2)C2=C(C=CC=C2)F)F N-(2-(3,3-difluoropyrrolidin-1-yl)-4-(2-fluoro-phenyl)pyridin-3-yl)pyrazolo[1,5-a]pyrimidine-3-carboxamide